7-((1H-Imidazol-1-yl)methyl)-2-(6-ethyl-8-methoxy-1,7-naphthyridin-4-yl)-5-(1-methyl-3-(trifluoromethyl)-1H-pyrazol-4-yl)-3,4-dihydroisoquinolin-1(2H)-one N1(C=NC=C1)CC1=CC(=C2CCN(C(C2=C1)=O)C1=CC=NC2=C(N=C(C=C12)CC)OC)C=1C(=NN(C1)C)C(F)(F)F